N=1C=NN2C1C=C(C=C2)OC2=CC(=C(C=C2C)NC=2C1=C(N=CN2)C=CC(=N1)N1C[C@H]2N(CC[C@H]2C1)C(=O)OC(C)(C)C)F tert-butyl (3aS,6aS)-5-(4-((4-([1,2,4]triazolo[1,5-a]pyridin-7-yloxy)-2-fluoro-5-methylphenyl)amino)pyrido[3,2-d]pyrimidin-6-yl)hexahydropyrrolo[3,4-b]pyrrole-1(2H)-carboxylate